tert-butyl 2-[3-[[5-[(5-bromo-1-tetrahydropyran-2-yl-indazol-4-yl)carbamoyl]thiazol-2-yl]amino]-4-methyl-pyrazol-1-yl]acetate BrC=1C(=C2C=NN(C2=CC1)C1OCCCC1)NC(=O)C1=CN=C(S1)NC1=NN(C=C1C)CC(=O)OC(C)(C)C